ClC=1C=C(C=CC1OC)NC(N(C)[C@@H]1COCC=2NC(C=3C=C(C(=CC3C21)F)F)=O)=O (S)-3-(3-chloro-4-methoxyphenyl)-1-(8,9-difluoro-6-oxo-1,4,5,6-tetrahydro-2H-pyrano[3,4-c]isoquinolin-1-yl)-1-methylurea